ClC1=CC2=C(N=C(N=C2)NC2=C(C=C(C=C2)S(=O)(=O)C2CCNCC2)C)N(C1=O)C1CCCC1 6-Chloro-8-cyclopentyl-2-[2-methyl-4-(4-piperidylsulfonyl)anilino]pyrido[2,3-d]pyrimidin-7-one